BrC=1C=NC=CC1CCCN(C)C 3-(3-bromo-4-pyridyl)-N,N-dimethyl-propan-1-amine